hydroxyacrylic chloride OC(C(=O)Cl)=C